C(CCCCCCCCCCC)OS(=O)(=O)C1=CC=CC=C1.C(CCCCCCC)[P+](CCCCCCCC)(CCCCCCCC)CCCCCCCC tetraoctyl-phosphonium dodecyl-benzenesulfonate